C(C)(C)C=1C=NNC1 4-Isopropyl-1H-pyrazole